5,7-difluoro-6-(1-(6-(4-trifluoromethoxyphenyl)-1H-imidazo[4,5-b]pyrazin-1-yl)ethyl)quinoline FC1=C2C=CC=NC2=CC(=C1C(C)N1C=NC=2C1=NC(=CN2)C2=CC=C(C=C2)OC(F)(F)F)F